(S)-2-((4-((2-hydroxy-1-phenylethyl)amino)-5-(3,8-dioxa-1-azaspiro[4.5]dec-1-en-2-yl)pyridin-2-yl)amino)-6,7-dihydro-5H-pyrrolo[3,4-b]pyridin-5-one OC[C@H](C1=CC=CC=C1)NC1=CC(=NC=C1C1=NC2(CO1)CCOCC2)NC2=CC=C1C(=N2)CNC1=O